CC1=CC=C(C(CN)=C1)O 5-methyl-salicylamine